1-[(2S)-2-methoxypropanoyl]-4-[2-methyl-4-({(1R)-1-[2-methyl-3-(trifluoromethyl)phenyl]ethyl}amino)pyrido[3,4-d]pyrimidin-6-yl]-1,4lambda5-azaphosphinan-4-one CO[C@H](C(=O)N1CCP(CC1)(=O)C1=CC2=C(N=C(N=C2N[C@H](C)C2=C(C(=CC=C2)C(F)(F)F)C)C)C=N1)C